BrC1=CC(=C(C=C1)CBr)S(=O)(=O)C 4-Bromo-1-(bromomethyl)-2-methylsulfonylbenzene